(7S)-7-tert-butyl-N-[(1R)-1-[3-(3-hydroxyazetidine-1-carbonyl)phenyl]-3-(4-hydroxy-1-piperidyl)propyl]-5,6,7,8-tetrahydrothiazolo[5,4-b]quinoline-2-carboxamide C(C)(C)(C)[C@@H]1CC=2C=C3C(=NC2CC1)SC(=N3)C(=O)N[C@H](CCN3CCC(CC3)O)C3=CC(=CC=C3)C(=O)N3CC(C3)O